1-[[3-(difluoromethyl)phenyl]methyl]-3-[3-(trifluoromethyl)-1-bicyclo[1.1.1]pentanyl]urea FC(C=1C=C(C=CC1)CNC(=O)NC12CC(C1)(C2)C(F)(F)F)F